CCCCCCCCC(CCCCCCCC)OC(CCCCCCCN(CCCCCCCC(=O)OCCC(CCCC)CCCC)CCCNC(=O)C1(OCCC1)C)=O 3-butylheptyl 8-((8-(heptadecan-9-yloxy)-8-oxooctyl)(3-(2-methyltetrahydrofuran-2-carboxamido)propyl)amino)octanoate